C(=O)O.FC(C(=O)O)(F)F.C[C@@H]1CN(C[C@@H](N1)C)C1=C2C(=NC=C1)N(CC2)C(=O)NC2=CC=1C(N=C2OC)=NN(C1)C 4-((3R,5S)-3,5-dimethylpiperazin-1-yl)-N-(6-methoxy-2-methyl-2H-pyrazolo[3,4-b]pyridin-5-yl)-2,3-dihydro-1H-pyrrolo[2,3-b]pyridine-1-carboxamide 2,2,2-trifluoroacetate formate